1-(4-Azido-2-chloropyridin-3-yl)-2,2,2-trifluoroethanone N(=[N+]=[N-])C1=C(C(=NC=C1)Cl)C(C(F)(F)F)=O